1-(4-(5-(2,6-dioxopiperidin-3-yl)pyridin-2-yl)piperidine-1-carbonyl)piperidine-4-carboxylic acid O=C1NC(CCC1C=1C=CC(=NC1)C1CCN(CC1)C(=O)N1CCC(CC1)C(=O)O)=O